3-hydroxy-1,2-benzisothiazol OC1=NSC2=C1C=CC=C2